5-cyclopropyl-3-[(2,6-dimethyl-4-pyridinyl)amino]-6-(3-methylimidazo[4,5-c]pyridin-7-yl)pyrazine-2-carboxamide C1(CC1)C=1N=C(C(=NC1C=1C2=C(C=NC1)N(C=N2)C)C(=O)N)NC2=CC(=NC(=C2)C)C